COC1=CC=C(C=C1)NC1=NC=NC(=N1)N 2-N-(4-methoxyphenyl)-1,3,5-triazine-2,4-diamine